C(CCCC)(=O)OC(C)C pentanoic acid, 1-methylethyl ester